Tert-butyl 3-(7-bromoimidazo[1,2-a]pyridine-2-carbonyl)-3,8-diazabicyclo[3.2.1]octane-8-carboxylate BrC1=CC=2N(C=C1)C=C(N2)C(=O)N2CC1CCC(C2)N1C(=O)OC(C)(C)C